N-[(1,1,3,3-Tetramethylbutyl)phenyl]naphthalen-1-amine CC(C)(C)CC(C)(C)C1=CC=CC=C1NC2=CC=CC3=CC=CC=C32